1-(2-(phenylamino)phenyl)cyclopentan-1-ol C1(=CC=CC=C1)NC1=C(C=CC=C1)C1(CCCC1)O